NC=1C2=C(N=CN1)N(C(=C2C(=O)O)C)C(C)(C)C 4-amino-7-(tert-butyl)-6-methyl-7H-pyrrolo[2,3-d]pyrimidine-5-carboxylic acid